N1(CCC1)C(=O)O 1-azetidinecarboxylic acid